C1(CCC1)CN(C(=O)OCC=1C(=NOC1C1=CC=C(OC2CC3C(C3C2)C(=O)O)C=C1)C)C (±)-3-(4-(4-((((Cyclobutylmethyl)(methyl)carbamoyl)oxy)methyl)-3-methyl-isoxazol-5-yl)phenoxy)bicyclo[3.1.0]hexane-6-carboxylic acid